C(C1=CC=CC=C1)(=O)O[C@@H](C(=O)O)[C@@H](O[Si](C)(C)C(C)(C)C)CO 2-O-benzoyl-3-O-tert-butyldimethylsilyl-L-threonic acid